C(C)(=O)O[C@@H]1[C@@]23[C@@H](NC1=O)OC([C@]21[C@H](C=C3C(C)(C)C)OC(C1)=O)=O (3aS,5aS,8R,8aS,10aS)-9-(tert-butyl)-2,4,7-trioxo-2,3,5a,6,7,8-hexahydro-4H,10aH-furo[3'',2'':2',3']cyclopenta[1',2':3,4]furo[2,3-b]pyrrol-8-yl acetate